5-ethynyl-6-fluoro-4-(8-fluoro-2-(((2R,7aS)-2-fluorotetrahydro-1H-pyrrolizin-7a(5H)-yl)methoxy)-5-(2-(pyridin-4-ylmethyl)azetidin-1-yl)pyrido[4,3-d]pyrimidin-7-yl)naphthalen-2-ol C(#C)C1=C2C(=CC(=CC2=CC=C1F)O)C1=C(C=2N=C(N=CC2C(=N1)N1C(CC1)CC1=CC=NC=C1)OC[C@]12CCCN2C[C@@H](C1)F)F